1-(5-bromo-2-hydroxymethylphenyl)-3-[3-(2-aminoethylamino)-5-methoxyphenyl]urea BrC=1C=CC(=C(C1)NC(=O)NC1=CC(=CC(=C1)OC)NCCN)CO